N-(3,4-dichlorophenyl)-octanoyl-amide ClC=1C=C(C=CC1Cl)[N-]C(CCCCCCC)=O